2-(3-Carboxymethyl-2,5-dihydroxyphenyl)-4-(3,4-dihydroxyphenyl)-1,3,5-triazine C(=O)(O)CC=1C(=C(C=C(C1)O)C1=NC=NC(=N1)C1=CC(=C(C=C1)O)O)O